3-[8-amino-1-[4-[[4-(trifluoromethyl)-2-pyridyl]carbamoyl]phenyl]imidazo[1,5-a]pyrazin-3-yl]piperidine-1-carboxylate NC=1C=2N(C=CN1)C(=NC2C2=CC=C(C=C2)C(NC2=NC=CC(=C2)C(F)(F)F)=O)C2CN(CCC2)C(=O)[O-]